7-bromo-N-(4-chlorophenyl)-3-iodo-N-methyl-imidazo[1,2-a]pyridine-6-carboxamide BrC1=CC=2N(C=C1C(=O)N(C)C1=CC=C(C=C1)Cl)C(=CN2)I